2-(5-fluoro-2-(4-(piperidin-1-yl)-3-(1-(2,2,2-trifluoroethyl)-1H-pyrazolo[3,4-c]pyridine-3-carboxamido)benzamido)phenyl)acetic acid FC=1C=CC(=C(C1)CC(=O)O)NC(C1=CC(=C(C=C1)N1CCCCC1)NC(=O)C1=NN(C2=CN=CC=C21)CC(F)(F)F)=O